(S)-5-(3-ethynyl-4-(2-methoxyethoxy)phenyl)-6-methyl-3,6-dihydro-2H-1,3,4-oxadiazin-2-one C(#C)C=1C=C(C=CC1OCCOC)C1=NNC(O[C@H]1C)=O